C(C)(C)C=1NC=2N(C(C1)=O)N=CC2C=2C=NC=C(C2)C2=CC=C(C=C2)N2C(CCC2)=O 5-isopropyl-3-(5-(4-(2-oxopyrrolidin-1-yl)phenyl)pyridin-3-yl)pyrazolo[1,5-a]pyrimidin-7(4H)-one